2-amino-(4-azaindolyl)-4-methylthiazoline NC=1SCC(N1)(C)C=1NC2=CC=CN=C2C1